2'-(7,7-dimethyl-1'H,7H-spiro[furo[3,4-b]pyridine-5,4'-piperidin]-1'-yl)-1,3-dihydro-4'H-spiro[indene-2,5'-[1,3]oxazol]-4'-one CC1(OC2(CCN(CC2)C=2OC3(C(N2)=O)CC2=CC=CC=C2C3)C=3C1=NC=CC3)C